ClC1=NN2C(C(=N1)NC1CCCC1)=CC=C2[C@H]2[C@@H]([C@@H]([C@H](O2)CO[C@@](C(=O)O)(COC)P(=O)(O)O)O)O (S)-2-(((2R,3S,4R,5S)-5-(2-chloro-4-(cyclopentylamino)pyrrolo[2,1-f][1,2,4]triazin-7-yl)-3,4-dihydroxytetrahydrofuran-2-yl)methoxy)-3-methoxy-2-phosphonopropanoic acid